(2R)-2-((dimethylamino)methyl)-1-(4-fluorophenyl)cyclohexan-1-ol CN(C)C[C@@H]1C(CCCC1)(O)C1=CC=C(C=C1)F